NC1=NC=CC=2N1C(=NC2C2CN(CC2)CC#CC)C=2C=CC(=NC2)C(=O)NC2=NC=CC(=C2)C#N 5-(5-amino-1-(1-(but-2-ynyl)pyrrolidin-3-yl)imidazo[1,5-c]pyrimidin-3-yl)-N-(4-cyanopyridin-2-yl)pyridinecarboxamide